C(C)(C)(C)OC(NC1=CC=C(C=C1)C=1C(=NN(C1C)CC1=CC=CC=C1)C)=O (4-(1-benzyl-3,5-dimethyl-1H-pyrazol-4-yl)phenyl)carbamic acid tert-butyl ester